C(#CC)C=1C=CC2=C(C3=C(S2)C=C(C=C3)C#N)C1 8-(prop-1-yn-1-yl)dibenzo[b,d]thiophene-3-carbonitrile